C(CCCCCC)C1CCCC/C=C/CC(C[C@H](NC([C@@H](NC1=O)CC(C)C)=O)C(=O)OCC)C(NC)=O Ethyl (2S,5S,E)-15-heptyl-2-isobutyl-7-(methylcarbamoyl)-3,16-dioxo-1,4-diazacyclohexadec-9-ene-5-carboxylate